FC1=CC=CC(=N1)C 6-fluoro-2-methylpyridine